CC1=C(C=CC=C1C=CC=1C=C(CNC(C(=O)O)(CO)C)C=CC1C)C1=CC=CC=C1 (5E)-2-(3-(2-(2-methylbiphenyl-3-yl)vinyl)-4-methylbenzylamino)-3-hydroxy-2-methylpropanoic acid